ClC=1C(=C(C=CC1)NC1=C(N(C2=C1C(NC[C@@H]2CCOC)=O)C)C2=NC=NC=C2)OC (7S)-3-[(3-chloro-2-methoxyphenyl)amino]-7-(2-methoxyethyl)-1-methyl-2-(pyrimidin-4-yl)-5H,6H,7H-pyrrolo[3,2-c]pyridin-4-one